carbonyl-trichlorophenyl-phosphine tert-butyl-4-(methanesulfonyloxy)piperidine-1-carboxylate C(C)(C)(C)OC(=O)N1CCC(CC1)OS(=O)(=O)C.C(=O)=PC1=C(C(=C(C=C1)Cl)Cl)Cl